tris(4-(1-(pyrimidine-2-yl)imidazole-2-yl)phenyl)amine N1=C(N=CC=C1)N1C(=NC=C1)C1=CC=C(C=C1)N(C1=CC=C(C=C1)C=1N(C=CN1)C1=NC=CC=N1)C1=CC=C(C=C1)C=1N(C=CN1)C1=NC=CC=N1